(2R,3R,4S,5R,6R)-4-(4-(2,3-difluoro-4-methylphenyl)-1H-1,2,3-triazol-1-yl)-2-(hydroxymethyl)-5-methoxy-6-((1-(1-methylcyclobutyl)-1H-1,2,3-triazol-4-yl)methyl)tetrahydro-2H-pyran-3-ol FC1=C(C=CC(=C1F)C)C=1N=NN(C1)[C@H]1[C@H]([C@H](O[C@@H]([C@@H]1OC)CC=1N=NN(C1)C1(CCC1)C)CO)O